ClC1=C(C(=NC=2N(C(NC(C21)=O)=O)C2=C(C=CC=C2)C(C)C)Cl)Cl 5,6,7-Trichloro-1-(2-isopropylphenyl)pyrido[2,3-d]pyrimidine-2,4(1H,3H)-dione